9,9'-(5-(4,6-diphenylpyrimidin-2-yl)-1,3-phenylene)bis(3-(dibenzo[b,d]furan-3-yl)-9H-carbazole) C1(=CC=CC=C1)C1=NC(=NC(=C1)C1=CC=CC=C1)C=1C=C(C=C(C1)N1C2=CC=CC=C2C=2C=C(C=CC12)C=1C=CC2=C(OC3=C2C=CC=C3)C1)N1C3=CC=CC=C3C=3C=C(C=CC13)C=1C=CC3=C(OC2=C3C=CC=C2)C1